4-(2-hydroxypropan-2-yl)-N-((5-(1-methyl-1H-pyrrolo[2,3-c]pyridin-4-yl)-2,3-dihydro-1H-inden-4-yl)carbamoyl)thiophene-2-sulfonamide OC(C)(C)C=1C=C(SC1)S(=O)(=O)NC(NC1=C2CCCC2=CC=C1C1=C2C(=CN=C1)N(C=C2)C)=O